NC=1N=C(C2=C(N1)C=CN(C2=O)CC2=CC(=C(C=C2)CN2CCCC2)F)NCCCC 2-amino-4-(butylamino)-6-(3-fluoro-4-(pyrrolidin-1-ylmethyl)benzyl)pyrido[4,3-d]pyrimidin-5(6H)-one